C1CC2C(O2)CC1C3CO3 4-vinylcyclohexene dioxide